N1=CC=NC2=CC3=C(C4CNCC3C4)C=C21 7,8,9,10-tetrahydro-6,10-methano-6h-pyrazino[2,3-h][3]benzazepine